C(C1=CC=CC=C1)SC=1C(=NC(=NC1C)C(F)(F)F)C 5-(benzylthio)-4,6-dimethyl-2-(trifluoromethyl)pyrimidine